COCCCN1C([C@H]2NC[C@@H](OC3=CC=CC(C4CCCC5=NN=C(CCC1)N45)=C3)C2)=O (8S,11S)-13-(3-methoxypropyl)-7-oxa-10,13,18,19,24-pentazapentacyclo[15.6.1.12,6.18,11.020,24]hexacosa-2(26),3,5,17,19-pentaen-12-one